5-vinyl-3,10-diazabicyclo[4.3.1]decan C(=C)C1CNCC2CCCC1N2